1-(4-(1-(2,6-dichlorophenyl)azetidin-3-yl)-2,6-diethylbenzyl)piperidine-4-carboxylic acid ClC1=C(C(=CC=C1)Cl)N1CC(C1)C1=CC(=C(CN2CCC(CC2)C(=O)O)C(=C1)CC)CC